iron-manganese-nickel oxide [Ni]=O.[Mn].[Fe]